N-(octyl)sulfonamide C(CCCCCCC)NS(=O)=O